(4S)-5-benzyloxy-4-(benzyloxycarbonylamino)-5-oxo-pentanoic acid C(C1=CC=CC=C1)OC([C@H](CCC(=O)O)NC(=O)OCC1=CC=CC=C1)=O